N(=[N+]=[N-])CC1CCN(CC1)CCNS(=O)(=O)C1=CC=C(C=C1)C=1C(=NC=CC1)F N-(2-(4-(azidomethyl)piperidin-1-yl)ethyl)-4-(2-fluoropyridin-3-yl)benzenesulfonamide